2-chloro-4,6-dimethyl-N-[(1s,4s)-4-{[6-chloro-2-(trifluoromethyl)quinolin-4-yl]amino}cyclohexyl]pyridine-3-carboxamide ClC1=NC(=CC(=C1C(=O)NC1CCC(CC1)NC1=CC(=NC2=CC=C(C=C12)Cl)C(F)(F)F)C)C